isobutylnonenyl-carbinol C(C(C)C)C(O)C=CCCCCCCC